2-[6-amino-5-(trifluoromethyl)pyridin-3-yl]-N-[(1R)-1-(3-fluorophenyl)ethyl]-6,7-dihydrospiro[pyrazolo[5,1-c][1,4]oxazine-4,3'-pyrrolidine]-1'-carboxamide NC1=C(C=C(C=N1)C1=NN2C(=C1)C1(CN(CC1)C(=O)N[C@H](C)C1=CC(=CC=C1)F)OCC2)C(F)(F)F